(S)-3-ethyl-6-methoxy-2-(1-(4-methyl-1,4-diazepan-1-yl)butyl)quinazolin-4(3H)-one C(C)N1C(=NC2=CC=C(C=C2C1=O)OC)[C@H](CCC)N1CCN(CCC1)C